N-(3-chloropropyl)-2-(ethoxymethyl)morpholine ClCCCN1CC(OCC1)COCC